CC(CC(C)(C)C)(C)C=1C(=CC(=C(C(=O)O)C1)C)O 5-(1,1-dimethyl-3,3-dimethylbutyl)-4-hydroxy-2-methylbenzoic acid